C(#N)C1=CC(=C(C(=O)NOCC(=O)Cl)C=C1)NC1=C(C=C(C=C1)I)F 2-((4-cyano-2-((2-fluoro-4-iodophenyl)amino)benzamido)oxy)acetyl chloride